C1(CCCCC1)[C@H]([C@H](N)C1CCCCC1)N (1R,2R)-1,2-dicyclohexylethane-1,2-diamine